FC(C(=O)O)(F)F.C(CC)(=O)O Propionic acid trifluoroacetate salt